C(CCC)NCCO N-butyl-ethanolamine